C(C)(C)N([C@@H]1CC[C@@H]([C@@H](C1)NC(CCCCCCCCC(=O)O)=O)N1C([C@H](CC1)NC1=NC=NC2=CC=C(C=C12)C(F)(F)F)=O)C 10-(((1R,2S,5R)-5-(isopropyl(methyl)amino)-2-((S)-2-oxo-3-((6-(trifluoromethyl)quinazolin-4-yl)amino)pyrrolidin-1-yl)cyclohexyl)amino)-10-oxodecanoic acid